The molecule is a sulfonamide composed of indazole, morpholine, and methylsulfonyl-substituted piperazine rings bound to a thienopyrimidine ring. It has a role as an EC 2.7.1.137 (phosphatidylinositol 3-kinase) inhibitor. It is a sulfonamide, a member of piperazines, a member of morpholines, a member of indazoles and a thienopyrimidine. CS(=O)(=O)N1CCN(CC1)CC2=CC3=C(S2)C(=NC(=N3)C4=C5C=NNC5=CC=C4)N6CCOCC6